methyl (1-(tert-butylamino)-7-chloro-2,6-naphthyridin-3-yl)benzoate C(C)(C)(C)NC1=NC(=CC2=CN=C(C=C12)Cl)C1=C(C(=O)OC)C=CC=C1